5-amino-1-(3-hydroxy-2,6-dimethylphenyl)-3-(4-methylthiazol-2-yl)-1H-pyrazole-4-carboxamide NC1=C(C(=NN1C1=C(C(=CC=C1C)O)C)C=1SC=C(N1)C)C(=O)N